C1(CC1)N1N=CC(=C1)C=1C=NC=2CCNCC2C1 3-(1-cyclopropylpyrazol-4-yl)-5,6,7,8-tetrahydro-1,6-naphthyridine